C(=O)C1=CC=C(C(=O)N2CCN(CC2)C(=O)OC(C)(C)C)C=C1 tert-butyl 4-(4-formylbenzoyl)piperazine-1-carboxylate